C(C1=CC=CC=C1)COC1=CC=[N+](C=C1)[O-] 4-(Benzylmethoxy)pyridine N-oxide